3-[(3-methacrylamido-propyl)-dimethyl-ammonio]-propionate C(C(=C)C)(=O)NCCC[N+](CCC(=O)[O-])(C)C